BrC=1C(=C(OC=2C3=C(N=CN2)CN(CC3)C(=O)OC(C)(C)C)C=CC1)Cl tert-butyl 4-(3-bromo-2-chlorophenoxy)-5H,6H,7H,8H-pyrido[3,4-d]pyrimidine-7-carboxylate